n-pentyl-boric acid C(CCCC)OB(O)O